(R)-5-ethyldihydrofuran-2(3H)-one C(C)[C@@H]1CCC(O1)=O